COC1=C(C=C(CCN2C(C3=CC=CC=C3C2=O)=O)C=C1[N+](=O)[O-])C1=NN(C=C1)C 2-(4-Methoxy-3-(1-methyl-1H-pyrazol-3-yl)-5-nitrophenethyl)isoindoline-1,3-dione